(hydroxy-3-tert-butyl-5'-methylphenyl)-5-chlorobenzotriazole OC1=C(C=C(C=C1C(C)(C)C)C)C1=C(C=CC=2NN=NC21)Cl